1-(4-((1R,3S,4R)-7-hydroxy-1-methyl-3-phenylisochroman-4-yl)phenyl)piperidine-4-carbaldehyde OC1=CC=C2[C@H]([C@H](O[C@@H](C2=C1)C)C1=CC=CC=C1)C1=CC=C(C=C1)N1CCC(CC1)C=O